N-(2-(N-(4-fluorophenyl)amino-sulfonyl)-pyridin-4-yl)-2-oxo-2H-chromene-8-amide FC1=CC=C(C=C1)NS(=O)(=O)C1=NC=CC(=C1)NC(=O)C=1C=CC=C2C=CC(OC12)=O